tert-Butyl 5-hydroxy-1,2,4,5-tetrahydro-3-benzazepine-3-carboxylate OC1CN(CCC2=C1C=CC=C2)C(=O)OC(C)(C)C